ClC=1C=CC(=C(C1)N1CON(CO1)C(C(=O)NC1=CC2=CN(N=C2C=C1)C)CC1=CC=CC=C1)N1N=NC(=C1)C(F)(F)F 2-(4-(5-Chloro-2-(4-(trifluoromethyl)-1H-1,2,3-triazol-1-yl)phenyl)-2,5-dioxapiperazin-1-yl)-N-(2-methyl-2H-indazol-5-yl)-3-phenylpropionamide